(3aR,5s,6aS)-N-[6-(2-chloro-5-fluoro-phenyl)pyridazin-3-yl]-2-(2-furyl-methyl)-3,3a,4,5,6,6a-hexahydro-1H-cyclopenta[c]pyrrol-5-amine ClC1=C(C=C(C=C1)F)C1=CC=C(N=N1)NC1C[C@@H]2[C@@H](CN(C2)CC=2OC=CC2)C1